OC1=C2C(C=C(OC2=C(C(=C1)OC)O)C1=CC=CC=C1)=O 5,8-dihydroxy-7-methoxyflavone